Pyrazol-5-yl-boronic acid N1N=CC=C1B(O)O